6-(4-(dimethylamino)phenyl)-1-(2-morpholinobenzo[d]thiazol-6-yl)-4-oxo-1,4-dihydropyridine-3-carboxylic acid CN(C1=CC=C(C=C1)C1=CC(C(=CN1C1=CC2=C(N=C(S2)N2CCOCC2)C=C1)C(=O)O)=O)C